2-[4-Tert-butyl-2-(4-fluoro-2-methoxy-phenoxy)-6-methyl-phenyl]-6-ethyl-1H-pyridin-4-one C(C)(C)(C)C1=CC(=C(C(=C1)C)C=1NC(=CC(C1)=O)CC)OC1=C(C=C(C=C1)F)OC